(2S)-4-amino-2-[(3-{bis[(2S,3R,4R,5R)-2,3,4,5,6-pentahydroxyhexyl]amino}propyl)amino]butanamide trihydrochloride Cl.Cl.Cl.NCC[C@@H](C(=O)N)NCCCN(C[C@@H]([C@H]([C@@H]([C@@H](CO)O)O)O)O)C[C@@H]([C@H]([C@@H]([C@@H](CO)O)O)O)O